((2S,3R)-3-((tert-Butyldimethylsilyl)oxy)-3-(4-cyano-3,5-diethoxyphenyl)-2-(cyclopentyloxy)propyl)benzo[d]thiazole-4-carboxylic acid ethyl ester C(C)OC(=O)C=1C=CC=C2C1N=C(S2)C[C@@H]([C@@H](C2=CC(=C(C(=C2)OCC)C#N)OCC)O[Si](C)(C)C(C)(C)C)OC2CCCC2